4-(3-methyl-4-hydroxyphenyl)benzoic acid CC=1C=C(C=CC1O)C1=CC=C(C(=O)O)C=C1